FC(OC1=CC=C(C=C1)NC(OC1=CC=CC=C1)=O)(F)F phenyl (4-(trifluoromethoxy)phenyl)carbamate